8-(3,3-difluorocyclopentyl)-N-(3-fluoro-5-((1-(methyl-d3)-1H-pyrazol-4-yl)amino)benzyl)-7H-purine-6-carboxamide FC1(CC(CC1)C1=NC2=NC=NC(=C2N1)C(=O)NCC1=CC(=CC(=C1)NC=1C=NN(C1)C([2H])([2H])[2H])F)F